C(C=C)(=O)NC(C)CC 2-acrylamido-n-butane